N1N=NN=C1C1=NN=NN1 5,5'-bi(1H-tetrazole)